4-(cyclobutylmethoxy)-2,2-difluoro-7-(trifluoromethylsulfanyl)-2,3-dihydro-1H-inden-1-ol C1(CCC1)COC1=C2CC(C(C2=C(C=C1)SC(F)(F)F)O)(F)F